N-(1-((1S,2S)-2-(difluoromethyl)-2-methylcyclopropyl)-2-oxo-1,2-dihydropyridin-3-yl)-7-isopropoxy-2-(1-methyl-2-oxabicyclo[2.1.1]hex-4-yl)imidazo[1,2-a]pyrimidine-6-carboxamide FC([C@@]1([C@H](C1)N1C(C(=CC=C1)NC(=O)C=1C(=NC=2N(C1)C=C(N2)C21COC(C2)(C1)C)OC(C)C)=O)C)F